NC1=C2C(=NC=N1)N(N=C2C2=NOC(=C2B(O)O)C2CC2)C(C)C (3-(4-amino-1-isopropyl-1H-pyrazolo[3,4-d]pyrimidin-3-yl)-5-cyclopropylisoxazol-4-yl)boronic acid